2,2,6,6-tetramethyl-4-aminopiperidine CC1(NC(CC(C1)N)(C)C)C